[4-[4,4'-bis(dimethylamino)benzhydrylidene]cyclohexa-2,5-dien-1-ylidene]methylamine CN(C1=CC=C(C(C2=CC=C(C=C2)N(C)C)=C2C=CC(C=C2)=CN)C=C1)C